C(C)(C)(C)OC(C1=CN=C(C=C1)C#CCO)=O 6-(3-hydroxyprop-1-yn-1-yl)nicotinic acid tert-butyl ester